C1(=CC=CC=C1)N(C1=CC=CC=C1)C1=CC=C2C=CC3=CC=CC4=CC=C1C2=C34 N,N-diphenylaminopyrene